C(C1=CC=CC=C1)OCCCC1=NC=2C(=C3C(=NC2N)C=C(S3)N3N=CC=C3)N1CC1=CC=C(C=C1)OC 2-(3-(benzyloxy)propyl)-1-(4-methoxybenzyl)-7-(1H-pyrazol-1-yl)-1H-imidazo[4,5-d]thieno[3,2-b]pyridin-4-amine